N-methyl-3-oxobutanamide CNC(CC(C)=O)=O